ClC=1C=C2C(=NC1)NC=C2C2=CC=1N(C=C2)N=CC1C(=O)NCC(F)F 5-(5-chloro-1H-pyrrolo[2,3-b]pyridin-3-yl)-N-(2,2-difluoroethyl)pyrazolo[1,5-a]pyridine-3-carboxamide